C(C1=CC=CC=C1)(C1=CC=CC=C1)N1[C@@H]2CN([C@H](C1)C2)CC=2C=C1CN(C(C1=C(C2)F)=O)C2C(NC(CC2)=O)=O 3-(5-(((1S,4S)-5-benzhydryl-2,5-diazabicyclo[2.2.1]heptane-2-yl)methyl)-7-fluoro-1-oxoisoindolin-2-yl)piperidine-2,6-dione